[Se]=[Te].[Ga] gallium selenium telluride